C1=CC=CC=2C3=CC=CC=C3C(C12)C(C(=O)O)(CC)NC(=O)OC 9H-fluoren-9-yl-(Methoxycarbonylamino)butanoic acid